Dimethyl isophthalate C(C1=CC(C(=O)OC)=CC=C1)(=O)OC